BrC1=C(C(=C2C(=NC(=NC2=C1F)SC)N1C(CCCCC1)CO[Si](C1=CC=CC=C1)(C1=CC=CC=C1)C(C)(C)C)F)Cl 7-bromo-4-(2-(((tert-butyldiphenylsilyl)oxy)methyl)azepan-1-yl)-6-chloro-5,8-difluoro-2-(methylthio)quinazoline